O1COC2=C1C=CC(=C2)[C@H](C)N (S)-1-(benzo[d][1,3]dioxol-5-yl)ethanamine